N-(1-hydroxyethyl)hexanamide OC(C)NC(CCCCC)=O